FC1=CC=C(C=C1)C1=CC=C(C=C1)F 4,4'-difluoro-[1,1'-biphenyl]